BrC=1C(=NC=C(C1)Cl)N(C(=O)C1CC(C1)OC)CC1=CC=C(C=C1)OC N-(3-bromo-5-chloropyridin-2-yl)-3-methoxy-N-(4-methoxybenzyl)cyclobutane-1-carboxamide